COS(=O)(=O)CCC.C(C=C)(=O)N acrylamide methylpropanesulphonate